2-methyl-4-(N-(1-(piperidin-4-yl)ethyl)sulfamoyl)phenylthiophene-3-carboxamide hydrochloride Cl.CC1=C(C=CC(=C1)S(NC(C)C1CCNCC1)(=O)=O)C=1SC=CC1C(=O)N